4-chlorobenzamide ClC1=CC=C(C(=O)N)C=C1